N-isooctyl-1,2-benzisothiazolin-3-one C(CCCCC(C)C)N1SC2=C(C1=O)C=CC=C2